2-(4-cyclopropyl-6-methoxypyrimidin-5-yl)-5-(1-(4-(1-methyl-4-(trifluoromethyl)-1H-imidazol-2-yl)phenyl)ethyl)-[1,2,4]triazolo[1,5-a]pyridine C1(CC1)C1=NC=NC(=C1C1=NN2C(C=CC=C2C(C)C2=CC=C(C=C2)C=2N(C=C(N2)C(F)(F)F)C)=N1)OC